ClC1=NN2C(C=N1)=CC=C2C2=CC=C(OCCCCC(=O)OCC)C=C2 Ethyl 5-(4-(2-chloropyrrolo[2,1-f][1,2,4]triazin-7-yl)phenoxy)pentanoate